C(C=C)(=O)N1C[C@@H](CCC1)C1=NN(C=2C(=NNC(C21)=O)N)C2=CC=C(C=C2)OC2=C(C(=CC=C2)F)F (R)-3-(1-acryloylpiperidin-3-yl)-7-amino-1-(4-(2,3-difluorophenoxy)phenyl)-1,5-dihydro-4H-pyrazolo[3,4-d]pyridazin-4-one